ClC=1C=C(C(=O)NC2=C(N=NS2)C(=O)NC(C)C2=CC=C(C=C2)Cl)C=CC1 5-(3-chlorobenzamido)-N-(1-(4-chlorophenyl)ethyl)-1,2,3-thiadiazole-4-carboxamide